3,3-dimethyl-1,2,3,4-tetrahydro-pyrrolo[3,2-b]Pyridin-5-one CC1(CNC2=C1NC(C=C2)=O)C